ClC1=CC=C2C(=CNC2=C1)S(=O)(=O)NC1=CC=C(C=C1)S(F)(F)(F)(F)F 6-chloro-N-[4-(pentafluoro-lambda6-sulfanyl)phenyl]-1H-indole-3-sulfonamide